ClC1=NC2=CC(=CC=C2C(=N1)NC=1N=CN(C1)C1=CC(=C(C(=C1)OC)OC)OC)C(F)(F)F 2-chloro-7-(trifluoromethyl)-N-(1-(3,4,5-trimethoxyphenyl)-1H-imidazol-4-yl)quinazolin-4-amine